C(=O)C12CC(C1)(C2)NC(OC(C)(C)C)=O tert-butyl (3-formylbicyclo[1.1.1]pent-1-yl)carbamate